(2R,5'S)-5'-methyl-3H-spiro[benzofuran-2,3'-pyrrolidine] C[C@H]1C[C@]2(CN1)OC1=C(C2)C=CC=C1